ClC=1C=C(C=C2C=CC=NC12)C1=C(N=C(C(=N1)NCCN1CCCC1)N)C1=CC=CC=C1 6-(8-chloroquinolin-6-yl)-5-phenyl-N2-(2-(pyrrolidin-1-yl)ethyl)pyrazine-2,3-diamine